[Na+].[Fe-4](C#N)(C#N)(C#N)(C#N)(C#N)C#N.[Na+] sodium ferrocyanide, sodium salt